The molecule is a monocarboxylic acid amide that is used (as its tosylate monohydrate) for the treatment of deep vein thrombosis and pulmonary embolism. It has a role as an anticoagulant, an EC 3.4.21.6 (coagulation factor Xa) inhibitor and a platelet aggregation inhibitor. It is a monocarboxylic acid amide, a chloropyridine, a thiazolopyridine and a tertiary amino compound. It is a conjugate base of an edoxaban(1+). CN1CCC2=C(C1)SC(=N2)C(=O)N[C@@H]3C[C@H](CC[C@@H]3NC(=O)C(=O)NC4=NC=C(C=C4)Cl)C(=O)N(C)C